4-chloro-8,8-dimethyl-8,10-dihydro-7H-pyrano[3'',4'':5',6']-pyrido[3',2':4,5]thieno[3,2-d]pyrimidine ClC=1C2=C(N=CN1)C1=C(S2)N=C2C(=C1)COC(C2)(C)C